((3aR,6aS)-5-(6-(2-hydroxypropan-2-yl)-4,5-dimethylpyridin-2-yl)hexahydropyrrolo[3,4-c]pyrrol-2(1H)-yl)methanone OC(C)(C)C1=C(C(=CC(=N1)N1C[C@@H]2[C@H](C1)CN(C2)C=O)C)C